D-glycero-D-talo-oct-2-ulosonic acid C(C(=O)[C@@H](O)[C@@H](O)[C@@H](O)[C@H](O)[C@H](O)CO)(=O)O